C1(CC1)S(=O)(=O)N1CC=2C3=C(N(N=C3CC1)C1=NNC=C1)N=C(C2)N2[C@@H](COCC2)C (R)-4-(7-(cyclopropylsulfonyl)-2-(1H-pyrazol-3-yl)-6,7,8,9-tetrahydro-2H-1,2,3,7-tetraazabenzo[cd]azulene-4-yl)-3-methylmorpholine